CN(C1=CC=C(C=C1)C=1N=C(C=2C=CC=NC2C1)NCC=1C=NC=CC1)C 7-[4-(dimethylamino)phenyl]-N-(3-pyridinylmethyl)-1,6-naphthyridine-5-amine